di-(3,3,5-trimethylhexanoyl)peroxide CC(CC(=O)OOC(CC(CC(C)C)(C)C)=O)(CC(C)C)C